((1R,3R)-3-aminocyclobutyl)(3-(5-(trifluoromethyl)pyrimidin-2-yl)-3,8-diazabicyclo[3.2.1]octane-8-yl)methanone hydrochloride Cl.NC1CC(C1)C(=O)N1C2CN(CC1CC2)C2=NC=C(C=N2)C(F)(F)F